4-chloropent-2-en ClC(C=CC)C